N(=[N+]=[N-])CC(=O)N[C@@H](CCCN)C(=O)O N-azidoacetyl-L-ornithine